FC(S(=O)(=O)NC1=C(C=CC=C1)C1=CC=C2[C@H]([C@@H](COC2=C1)CC=1SC(=CN1)C)O)(F)F 1,1,1-Trifluoro-N-(2-{(3R,4S)-4-hydroxy-3-[(5-methyl-1,3-thiazol-2-yl)methyl]-3,4-dihydro-2H-chromen-7-yl}phenyl)methansulfonamid